2-fluoro-N-(isoxazol-3-yl)-4-methyl-5-(4,4,5,5-tetramethyl-1,3,2-dioxaborolan-2-yl)benzamide FC1=C(C(=O)NC2=NOC=C2)C=C(C(=C1)C)B1OC(C(O1)(C)C)(C)C